BrC=1C=CC(=NC1)C[N+]1=NOC(=C1)[N-]C(NC1=CC(=CC=C1)C1CC1)=O (3-((5-bromopyridin-2-yl)methyl)-1,2,3-oxadiazol-3-ium-5-yl)((3-cyclopropylphenyl)carbamoyl)amide